C(C)(=O)NCC1CCN(CC1)CC1=CC(=NC(=C1)C1=CC(=CC(=C1)Cl)Cl)OC=1C=CC(=NC1)N1CC[N+](CC1)(C)C 4-(5-((4-((4-(acetamidomethyl)piperidin-1-yl)methyl)-6-(3,5-dichlorophenyl)pyridin-2-yl)oxy)pyridin-2-yl)-1,1-dimethylpiperazin-1-ium